C(C=C)(=O)N1CC(=CCC1)C=1SC(=CN1)C(C(=O)NC1=NNC(=C1)C1CC1)C 2-(2-(1-propenoyl-1,2,5,6-tetrahydropyridin-3-yl)thiazol-5-yl)-N-(5-cyclopropyl-1H-pyrazol-3-yl)propanamide